5-fluorobenzoic acid diisopropylamine salt C(C)(C)NC(C)C.FC=1C=CC=C(C(=O)O)C1